CC(CO)COC1C2(CCC(C1)C2(C)C)C 2-methyl-3-[(1,7,7-trimethylbicyclo[2.2.1]hept-2-yl)oxy]exo-1-propanol